C(C)(C)C1=CNC2=CC=C(C=C12)C1CC(N(CC1)C(=O)OC(C)(C)C)=O tertbutyl 4-(3-isopropyl-1H-indol-5-yl)-2-oxopiperidine-1-carboxylate